(5-amino-4-methoxy-2-thiomorpholinophenyl)acrylamide sodium 3,3-dimethyl-2-oxobutanoate CC(C(C(=O)[O-])=O)(C)C.[Na+].NC=1C(=CC(=C(C1)C(C(=O)N)=C)N1CCSCC1)OC